NC=1C=C(C=CC1N)SC1=CC=C(C=C1)N1CCN(CC1)CCO 2-(4-(4-((3,4-diaminophenyl)thio)phenyl)piperazin-1-yl)ethan-1-ol